3-(3,5-dibromo-4-hydroxybenzoyl)-2-ethyl-N-[4-[(2-thiazolylamino)sulfonyl]phenyl]-6-benzofuransulfonamide BrC=1C=C(C(=O)C2=C(OC3=C2C=CC(=C3)S(=O)(=O)NC3=CC=C(C=C3)S(=O)(=O)NC=3SC=CN3)CC)C=C(C1O)Br